chlorofluorooxyacetic acid ClC(C(=O)O)OF